(1S,2R)-N-[7-chloro-6-[4-((3R,4R)-4-hydroxy-3-methyl-tetrahydrofuran-3-yl)piperazin-1-yl]-3-isoquinolyl]-2-methyl-2-tetrahydrofuran-3-yl-cyclopropanecarboxamide ClC1=C(C=C2C=C(N=CC2=C1)NC(=O)[C@@H]1[C@](C1)(C1COCC1)C)N1CCN(CC1)[C@@]1(COC[C@@H]1O)C